NC=1C=C(C=C(C1)F)CCN1[C@H](O[C@H](C1=O)C)C=1C(=NN(C1)C1=CC=C(C=C1)Br)C1=CC=C(C=C1)F (2r,5s)-3-(3-amino-5-fluorophenylethyl)-2-(1-(4-bromophenyl)-3-(4-fluorophenyl)-1H-pyrazol-4-yl)-5-methyl-oxazolidin-4-one